t-butyl ((1R,3S)-3-aminocyclohexyl)carbamate N[C@@H]1C[C@@H](CCC1)NC(OC(C)(C)C)=O